1-[3-[4-(4-Chloro-2-methylsulfonyl-phenyl)phenyl]azetidine-1-carbonyl]azetidine-3-sulfonamide ClC1=CC(=C(C=C1)C1=CC=C(C=C1)C1CN(C1)C(=O)N1CC(C1)S(=O)(=O)N)S(=O)(=O)C